3-pentyldecyl 6-hydroxy-7-((3-((4-methoxyphenyl)diphenylmethoxy)propyl)(7-oxo-7-((3-pentyldecyl)oxy)heptyl)amino)heptanoate OC(CCCCC(=O)OCCC(CCCCCCC)CCCCC)CN(CCCCCCC(OCCC(CCCCCCC)CCCCC)=O)CCCOC(C1=CC=CC=C1)(C1=CC=CC=C1)C1=CC=C(C=C1)OC